CN1CN(C=2N(C(N(C)C(C12)=O)=O)C)CCCC 7-methyl-9-butyl-theophylline